cyanoisoflavone C(#N)C=1OC2=CC=CC=C2C(C1C1=CC=CC=C1)=O